((2-chloro-5-fluorophenyl)(7-((diphenylmethylene)amino)imidazo[1,2-a]pyridin-8-yl)methyl)carbamate ClC1=C(C=C(C=C1)F)C(C=1C=2N(C=CC1N=C(C1=CC=CC=C1)C1=CC=CC=C1)C=CN2)NC([O-])=O